bis[2-(4-fluorophenyl)pyridine] iridium (hexafluorophosphate) F[P-](F)(F)(F)(F)F.[Ir+3].FC1=CC=C(C=C1)C1=NC=CC=C1.FC1=CC=C(C=C1)C1=NC=CC=C1.F[P-](F)(F)(F)(F)F.F[P-](F)(F)(F)(F)F